ClC1=C(C=C(C(=O)N2CC=3NC(N(C(C3C[C@H]2C)=O)C2=NN(C(=C2)C(=O)NC)CC)=S)C=C1)C(F)(F)F (R)-3-(7-(4-chloro-3-(trifluoromethyl)benzoyl)-6-methyl-4-oxo-2-thioxo-1,2,5,6,7,8-hexahydropyrido[3,4-d]pyrimidin-3(4H)-yl)-1-ethyl-N-methyl-1H-pyrazole-5-carboxamide